ClC1=C(C=CC=C1)C1(CCCC2=C1N=C(S2)N)NCCC 4-(2-chlorophenyl)-N4-propyl-4,5,6,7-tetrahydrobenzothiazole-2,4-diamine